2,6-dimethyl-2,6-heptanediol CC(C)(CCCC(C)(O)C)O